C(C)(C)N1CC(C1)NC1=CC(N(C2=CC(=CC=C12)C(F)(F)F)C1=CC=CC=C1)=O 4-((1-Isopropylazetidin-3-yl)amino)-2-oxo-1-phenyl-7-trifluoromethyl-1,2-dihydroquinoline